OC1(CC2=CC=C(C(=O)O)C=C2)CC=CC=C1 4-(1-hydroxybenzyl)benzoic acid